NC=1C=2N(C3=CC(=CC=C3N1)C(=O)O)C=NC2 4-aminoimidazo[1,5-a]quinoxalin-8-carboxylic acid